benzyl 3-fluoro-6-(methoxymethoxy)quinoline-5-carboxylate FC=1C=NC=2C=CC(=C(C2C1)C(=O)OCC1=CC=CC=C1)OCOC